4-(naphthalen-1-yl)-3,5-diphenyl-4H-1,2,4-triazol C1(=CC=CC2=CC=CC=C12)N1C(=NN=C1C1=CC=CC=C1)C1=CC=CC=C1